2,2,2-trifluoro-N-(4-(4-fluoro-1-methylpiperidin-4-yl)-3-methylphenyl)acetamide FC(C(=O)NC1=CC(=C(C=C1)C1(CCN(CC1)C)F)C)(F)F